N(=[N+]=[N-])CC(=O)N[C@@H]1C(O[C@@H]([C@H]([C@@H]1O)O)CO)NC(\C(=C/C=O)\CC)=O (Z)-N-((3S,4R,5S,6R)-3-(2-azido-acetamido)-4,5-dihydroxy-6-(hydroxymethyl)tetrahydro-2H-pyran-2-yl)-2-ethyl-4-oxobut-2-enamide